(4-isopropoxy-3-methyl-phenyl)-[6-(trifluoromethyl)spiro[3,4-dihydro-2H-pyrrolo[1,2-a]pyrazin-1,4'-piperidin]-1'-yl]methanone C(C)(C)OC1=C(C=C(C=C1)C(=O)N1CCC2(CC1)C=1N(CCN2)C(=CC1)C(F)(F)F)C